1-(6-(furan-2-yl)quinolin-2-yl)piperidine-4-carboxylic acid O1C(=CC=C1)C=1C=C2C=CC(=NC2=CC1)N1CCC(CC1)C(=O)O